(S)-5-azido-N-(1-((tert-butyldiphenylsilyl)oxy)pentan-2-yl)-2-(2,6-dimethoxy-4-(piperazin-1-yl)benzyl)-2H-pyrazolo[4,3-d]pyrimidin-7-amine N(=[N+]=[N-])C=1N=C(C=2C(N1)=CN(N2)CC2=C(C=C(C=C2OC)N2CCNCC2)OC)N[C@H](CO[Si](C2=CC=CC=C2)(C2=CC=CC=C2)C(C)(C)C)CCC